N-(4-{6-azaspiro[2.5]octane-6-yl}-5-{4-[2-(4,4-difluoropiperidin-1-yl)-6-methylpyridin-4-yl]-1H-1,2,3-triazol-1-yl}pyridin-2-yl)-2-hydroxyethane-1-sulfonamide C1CC12CCN(CC2)C2=CC(=NC=C2N2N=NC(=C2)C2=CC(=NC(=C2)C)N2CCC(CC2)(F)F)NS(=O)(=O)CCO